(4-chlorothiazol-2-yl)cyclopropanecarbonitrile ClC=1N=C(SC1)C1(CC1)C#N